imidazo[1,2-a]pyridin-3-yl-(4-nitrophenyl)methanone N=1C=C(N2C1C=CC=C2)C(=O)C2=CC=C(C=C2)[N+](=O)[O-]